N-((3R,4S)-4-((6-(2-chloro-3,5-bis(methoxy-d3)phenyl)-8-((cyclopropyl-methyl)amino)pyrido[3,4-d]pyrimidin-2-yl)amino)tetrahydrofuran-3-yl)acrylamide ClC1=C(C=C(C=C1OC([2H])([2H])[2H])OC([2H])([2H])[2H])C1=CC2=C(N=C(N=C2)N[C@H]2[C@H](COC2)NC(C=C)=O)C(=N1)NCC1CC1